(9H-fluoren-9-yl)methyl (2-(2-(2-(2-(phosphonooxy)ethoxy)ethoxy)ethoxy)ethyl)carbamate P(=O)(O)(O)OCCOCCOCCOCCNC(OCC1C2=CC=CC=C2C=2C=CC=CC12)=O